5-((5-chloro-2-(3,5-dimethyl-1H-pyrazol-1-yl)pyrimidin-4-yl)amino)-3-(3-hydroxy-4-methoxy-3-methylbutyl)-1-methyl-1,3-dihydro-2H-benzo[d]imidazol-2-one ClC=1C(=NC(=NC1)N1N=C(C=C1C)C)NC1=CC2=C(N(C(N2CCC(COC)(C)O)=O)C)C=C1